4-Nitro-N-phenylaniline [N+](=O)([O-])C1=CC=C(NC2=CC=CC=C2)C=C1